N1-(8-amino-6-(5-amino-4-methylpyridin-3-yl)-7-fluoroisoquinolin-3-yl)-N5-(14-((2-(2,6-dioxopiperidin-3-yl)-1,3-dioxoisoindolin-4-yl)amino)-3,6,9,12-tetraoxatetradecyl)glutaramide NC=1C(=C(C=C2C=C(N=CC12)NC(CCCC(=O)NCCOCCOCCOCCOCCNC1=C2C(N(C(C2=CC=C1)=O)C1C(NC(CC1)=O)=O)=O)=O)C=1C=NC=C(C1C)N)F